C(CCC)C1=CC=C(C=C1)C(CCC1=CC=C(O1)C=1C=CC(=C(C(=O)OC)C1)O)O Methyl 5-(5-(3-(4-butylphenyl)-3-hydroxypropyl)furan-2-yl)-2-hydroxybenzoate